(R)-6-Phenyl-2-(thiophen-3-yl)-5,6-dihydro-4H-1,3-selenazin-4-one C1(=CC=CC=C1)[C@H]1CC(N=C([Se]1)C1=CSC=C1)=O